lithium mono-silicate [Si]([O-])([O-])([O-])[O-].[Li+].[Li+].[Li+].[Li+]